4-[3-[2,6-Dichloro-4-[3-[3-(trifluoromethoxy)azetidin-1-yl]azetidin-1-yl]benzoyl]-2,4-dihydro-1,3-benzoxazin-8-yl]-5-fluoro-2-(3-oxa-8-azabicyclo[3.2.1]octan-8-yl)benzoic acid ClC1=C(C(=O)N2COC3=C(C2)C=CC=C3C3=CC(=C(C(=O)O)C=C3F)N3C2COCC3CC2)C(=CC(=C1)N1CC(C1)N1CC(C1)OC(F)(F)F)Cl